1-(6-hydroxybenzo[d][1,3]dioxol-5-yl)-3-(hydroxymethyl)-6,7-dimethoxy-2-naphthoate sodium (i) [Na+].OC=1C(=CC2=C(OCO2)C1)C1=C(C(=CC2=CC(=C(C=C12)OC)OC)CO)C(=O)[O-]